C1(CC1)NC(=O)C=1C=CC(=C(C1)C=1C=NN(C1)C1=CN=C2N1C=CC(=C2)C(=O)NC)C 3-{4-[5-(cyclopropylcarbamoyl)-2-methylphenyl]-1H-pyrazol-1-yl}-N-methylimidazo[1,2-a]pyridine-7-carboxamide